[4-(6-Amino-4-methoxy-pyridazin-3-yl)-piperidin-1-yl]-[4-methoxy-5-(4-trifluoromethylphenyl)-pyridin-2-yl]-methanone NC1=CC(=C(N=N1)C1CCN(CC1)C(=O)C1=NC=C(C(=C1)OC)C1=CC=C(C=C1)C(F)(F)F)OC